(2S,3R)-2-(tert-butoxycarbonylamino)-3-methoxy-butyric acid C(C)(C)(C)OC(=O)N[C@H](C(=O)O)[C@@H](C)OC